(S)-5-methoxy-4-((2-(4-(methoxycarbonyl)phenyl)-4-(thiazol-4-yl)piperidin-1-yl)methyl)-7-methyl-1H-indole-1-carboxylic acid tert-butyl ester C(C)(C)(C)OC(=O)N1C=CC2=C(C(=CC(=C12)C)OC)CN1[C@@H](CC(CC1)C=1N=CSC1)C1=CC=C(C=C1)C(=O)OC